ClCCC(=C(C1=CC=CC=C1)C1=CC=C(OCCN2CCC(CC2)CN2CC(N(C(C2)C)C=2C=C3C(N(C(C3=CC2)=O)C2C(NC(CC2)=O)=O)=O)C)C=C1)C1=CC=CC=C1 5-(4-((1-(2-(4-(4-chloro-1,2-diphenylbut-1-en-1-yl)phenoxy)ethyl)piperidin-4-yl)methyl)-2,6-dimethylpiperazin-1-yl)-2-(2,6-dioxopiperidin-3-yl)isoindoline-1,3-dione